Dimethyl-hexadiene ammonium chloride [Cl-].[NH4+].CC(=CC=CCC)C